4-[5-oxo-7-(p-toluenesulfonyloxy)thiazolo[3,2-a]pyrimidin-2-yl]piperidine-1-carboxylic acid tert-butyl ester C(C)(C)(C)OC(=O)N1CCC(CC1)C1=CN2C(=NC(=CC2=O)OS(=O)(=O)C2=CC=C(C)C=C2)S1